1,2-ethandiamin C(CN)N